2,2'-methylenebis(4,6-bis(α,α-dimethylbenzyl)phenol) C(C1=C(C(=CC(=C1)C(C1=CC=CC=C1)(C)C)C(C1=CC=CC=C1)(C)C)O)C1=C(C(=CC(=C1)C(C1=CC=CC=C1)(C)C)C(C1=CC=CC=C1)(C)C)O